(3-aminophenyl)(morpholinyl)methanone NC=1C=C(C=CC1)C(=O)N1CCOCC1